(R)-N-(2,2,2-trifluoro-1-(4-fluorophenyl)ethyl)-[1,2,5]thiadiazolo[3,4-b]pyridine-6-sulfonamide FC([C@@H](C1=CC=C(C=C1)F)NS(=O)(=O)C1=CC=2C(N=C1)=NSN2)(F)F